methyl 3-[[2-[1-[(2,3-difluorophenyl)methyl]-5-oxopyrrolidin-2-yl]acetyl]amino]propionate FC1=C(C=CC=C1F)CN1C(CCC1=O)CC(=O)NCCC(=O)OC